CC=1C=C(C=C(C1)C)[B-](C1=CC(=CC(=C1)C)C)(C1=CC(=CC(=C1)C)C)C1=CC(=CC(=C1)C)C.C(CCC)[NH+](CCCC)CCCC tri(n-butyl)ammonium tetrakis(3,5-dimethylphenyl)borate